4-((4-(((adamantan-1-yl)amino)methyl)benzyl)thio)-2-(2,6-dioxopiperidin-3-yl)isoindoline-1,3-dione C12(CC3CC(CC(C1)C3)C2)NCC2=CC=C(CSC3=C1C(N(C(C1=CC=C3)=O)C3C(NC(CC3)=O)=O)=O)C=C2